OC1=CC=C(C=C1)C(C1=CC=CC=C1)(C)C1=CC=C(C=C1)O alpha,alpha-bis(4-hydroxyphenyl)-alpha-methyltoluene